3-Amino-5,7-dimethylthieno[3,2-c]pyridin-4(5H)-one hydrochloride Cl.NC1=CSC2=C1C(N(C=C2C)C)=O